6-(4-(1-((2-fluorophenyl)amino)ethyl)-2-(6-methylpyridin-2-yl)-1H-imidazol-1-yl)imidazo[1,2-a]pyridine-3-carboxamide FC1=C(C=CC=C1)NC(C)C=1N=C(N(C1)C=1C=CC=2N(C1)C(=CN2)C(=O)N)C2=NC(=CC=C2)C